4,4'-(tricyclo[5.2.1.02,6]decane-8,8-diyl)bisphenol C12C3CCCC3C(C(C1)(C1=CC=C(C=C1)O)C1=CC=C(C=C1)O)C2